CC1=NC2=CC=CC(=C2C(N1C1C(NC(CC1)=O)=O)=O)C#CC1=CC=C(C=C1)CCN1CCCCC1 3-(2-methyl-4-oxo-5-((4-(2-(piperidin-1-yl)ethyl)phenyl)ethynyl)quinazolin-3(4H)-yl)piperidine-2,6-dione